FC(C=1C(=CN(C1)COCC[Si](C)(C)C)C(=O)OCC)(F)F ethyl 4-(trifluoromethyl)-1-((2-(trimethylsilyl) ethoxy) methyl)-1H-pyrrole-3-carboxylate